COC(CC1CCN(CC1)C1=NC(=CN=C1Cl)Cl)=O (1-(3,6-dichloropyrazin-2-yl)piperidin-4-yl)acetic acid methyl ester